4-{4-amino-7-[3-(dimethylamino)prop-1-ynyl]-2-{4-[(2-fluoroacrylamido)]phenyl}-1-methylpyrrolo[3,2-c]pyridin-3-yl}-N-[(fluorocyclopropyl)methyl]-2-[(trideuteriomethyl)oxy]benzamide NC1=NC=C(C2=C1C(=C(N2C)C2=CC=C(C=C2)NC(C(=C)F)=O)C2=CC(=C(C(=O)NCC1(CC1)F)C=C2)OC([2H])([2H])[2H])C#CCN(C)C